BrC=1C=C(C2=C(NC(=N2)C(C)(C)O)C1C(C)C)F 2-(6-bromo-4-fluoro-7-isopropyl-1H-benzo[d]imidazol-2-yl)propan-2-ol